NC=1C=2N(C3=C(N1)C=NC(=C3)C(=O)N3[C@@H]1[C@H](CCC3([2H])[2H])OC3=C1C=CC(=C3)C(F)(F)F)C=NC2 (4-aminoimidazo[1,5-a]pyrido[3,4-e]pyrazin-8-yl)((4aS,9bS)-7-(trifluoromethyl)-3,4,4a,9b-tetrahydrobenzofuro[3,2-b]pyridin-1(2H)-yl-2,2-d2)methanone